FC=1C=C(C=CC1)N(C(=O)C1CS(CCC1)(=O)=O)CC1=NC=C(C=C1)C1=NOC(=N1)C(F)(F)F N-(3-fluorophenyl)-N-({5-[5-(trifluoromethyl)-1,2,4-oxadiazol-3-yl]pyridin-2-yl}methyl)tetrahydro-2H-thiopyran-3-carboxamide 1,1-dioxide